(S)-tert-butyl 3-(4-amino-7-bromo-3-((2-cyclopropyl-2H-indazol-6-yl)ethynyl)-1H-pyrazolo[4,3-c]pyridin-1-yl)pyrrolidine-1-carboxylate NC1=NC=C(C2=C1C(=NN2[C@@H]2CN(CC2)C(=O)OC(C)(C)C)C#CC=2C=CC1=CN(N=C1C2)C2CC2)Br